O1CCC2=C1C=CC(=C2)CN2N=NC=1C2=NC(=CN1)C1=CC=C(C=C1)P(C)(C)=O (4-(1-((2,3-Dihydrobenzofuran-5-yl)methyl)-1H-[1,2,3]triazolo[4,5-b]pyrazin-6-yl)phenyl)dimethylphosphine oxide